Cl.C(C)OC(=O)N1CCCC1 pyrrolidine-1-carboxylic acid ethyl ester hydrochloride